C(C)(C)(C)NC1=NC(=CC2=C1CN1[C@@H](CO2)CN(CC1)C(C=C)=O)C1=C(C=CC=C1O)F 1-((6aR)-1-(tert-butylamino)-3-(2-fluoro-6-hydroxyphenyl)-6a,7,9,10-tetrahydro-12H-pyrazino[2,1-c]pyrido[3,4-f][1,4]oxazepin-8(6H)-yl)prop-2-en-1-one